dimethyl-sebacic acid dimethyl hydrazide CN(NC(C(CCCCCCCC(=O)O)(C)C)=O)C